(2-cyanophenyl)-2-methyl-2-(p-tolylseleno)propanamide C(#N)C1=C(C=CC=C1)CC(C(=O)N)([Se]C1=CC=C(C=C1)C)C